5-(2-fluoro-6-hydroxy-3-((2-methylthiazol-4-yl)ethynyl)phenyl)-1,2,5-thiadiazolidin-3-one 1,1-dioxide FC1=C(C(=CC=C1C#CC=1N=C(SC1)C)O)N1CC(NS1(=O)=O)=O